5-(5-(cyclopropylcarbamoyl)-2-methylphenyl)-2-((1-hydroxy-2-methylpropan-2-yl)amino)-N-(2-(methylamino)ethyl)nicotinamide C1(CC1)NC(=O)C=1C=CC(=C(C1)C=1C=NC(=C(C(=O)NCCNC)C1)NC(CO)(C)C)C